N-(5-Chloro-6-(2H-1,2,3-triazol-2-yl)pyridin-3-yl)-1-(2-methyl-1-oxo-1,2-dihydroisochinolin-4-yl)-5-(trifluoromethyl)-1H-pyrazol-4-carboxamid ClC=1C=C(C=NC1N1N=CC=N1)NC(=O)C=1C=NN(C1C(F)(F)F)C1=CN(C(C2=CC=CC=C12)=O)C